1-[4-(difluoromethoxy)-6-[5-[(6-methylpyridazin-3-yl)amino]benzimidazol-1-yl]-2-pyridyl]-5-methyl-pyrazole-3-carbonitrile FC(OC1=CC(=NC(=C1)N1C=NC2=C1C=CC(=C2)NC=2N=NC(=CC2)C)N2N=C(C=C2C)C#N)F